1-allyl-3-(2,3-diphenylquinolin-6-yl)urea C(C=C)NC(=O)NC=1C=C2C=C(C(=NC2=CC1)C1=CC=CC=C1)C1=CC=CC=C1